C(C)(C)(C)OC(=O)N1C=C(C2=NC(=CC=C21)C2CC(CC2)=O)C(C)C 3-isopropyl-5-(3-oxocyclopentyl)-1H-pyrrolo[3,2-b]pyridine-1-carboxylic acid tert-butyl ester